FC1=CC(=C(OC2=C(OCC(=O)O)C=CC=C2)C=C1N1C(N(C(=CC1=O)C(F)(F)F)C)=O)[N+](=O)[O-] (2-{4-fluoro-5-[3-methyl-2,6-dioxo-4-(trifluoromethyl)-3,6-dihydropyrimidin-1(2H)-yl]-2-nitrophenoxy}phenoxy)acetic acid